(1S,4S,5R)-2-{4-[(cyclopropanesulfonyl) carbamoyl]phenyl}-5-{[5-cyclopropyl-3-(2,6-dichlorophenyl)-1,2-oxazol-4-yl]methoxy}-2-azabicyclo[2.2.1]heptan-2-ium-2-olate C1(CC1)S(=O)(=O)NC(=O)C1=CC=C(C=C1)[N+]1([C@@H]2C[C@H]([C@H](C1)C2)OCC=2C(=NOC2C2CC2)C2=C(C=CC=C2Cl)Cl)[O-]